(6-benzyloxy-3-fluoro-2-pyridinyl)-[6-bromo-2-chloro-3-(trifluoromethyl)phenyl]methanol C(C1=CC=CC=C1)OC1=CC=C(C(=N1)C(O)C1=C(C(=CC=C1Br)C(F)(F)F)Cl)F